(2-(3,8-diazabicyclo[3.2.1]octan-8-yl)-7,7-dimethyl-6,7-dihydrothiazolo[5,4-c]pyridin-5(4H)-yl)(phenyl)methanone C12CNCC(CC1)N2C=2SC=1CN(CC(C1N2)(C)C)C(=O)C2=CC=CC=C2